N1=CC=C(C=C1)C(C)=O 1-(4-pyridyl)ethanone